C1(=CC=CC=C1)N1[C@H](CC1)C(=O)OC methyl (R)-1-phenylazetidine-2-carboxylate